N-((tert-butoxycarbonyl)-L-phenylalanyl)-S-(trifluoromethyl)-L-cysteine methyl ester COC([C@@H](NC([C@@H](NC(=O)OC(C)(C)C)CC1=CC=CC=C1)=O)CSC(F)(F)F)=O